CN1CC(CC1)CC(=O)O 2-(1-methylpyrrolidin-3-yl)acetic acid